3,7-DIMETHYL-6-OCTENOL CC(CCO)CCC=C(C)C